rac-tert-Butyl 4-((2S,3R,4R)-1-acetyl-4-((4-cyanophenyl)amino)-2-cyclopropyl-3-methyl-1,2,3,4-tetrahydroquinolin-6-yl)-5,6-dihydropyridine-1(2H)-carboxylate C(C)(=O)N1[C@H]([C@@H]([C@H](C2=CC(=CC=C12)C1=CCN(CC1)C(=O)OC(C)(C)C)NC1=CC=C(C=C1)C#N)C)C1CC1 |r|